O[C@H](CNC(OC(C)(C)C)=O)C1=CC=C(C=C1)[N+](=O)[O-] tert-butyl (S)-(2-hydroxy-2-(4-nitrophenyl)ethyl)carbamate